6-((1-acetylpiperidin-4-yl)amino)-2-(isopropylsulfanyl)pyrimidine-4-carboxylic acid C(C)(=O)N1CCC(CC1)NC1=CC(=NC(=N1)SC(C)C)C(=O)O